ClC1=C(C(=CC=C1Cl)OC)[C@H]1C[C@H](NC1)C=C (2S,4R)-4-(2,3-dichloro-6-methoxyphenyl)-2-ethenylpyrrolidine